ClC1=NC=C(C(=N1)N)C 2-chloro-5-methylpyrimidin-4-amine